FC1=C(C=C(C2=C(C=CC=C12)C#C[Si](C(C)C)(C(C)C)C(C)C)O)OCOC 4-fluoro-3-[(methoxymethyl)oxy]-8-{[tris(propan-2-yl)silyl]ethynyl}naphthalen-1-ol